2-((4-chlorophenyl)thio)ethan-1-amine ClC1=CC=C(C=C1)SCCN